ClC1=NC=C(C(=N1)C=1C=C(C=CC1)C1(COC1)O)F 3-[3-(2-chloro-5-fluoro-pyrimidin-4-yl)phenyl]oxetan-3-ol